sec-propanol C(C)(C)O